NC[C@@]1(OC2=C(C1)C(=C(C(=C2)F)Cl)C2=C(C(=O)N)C=CC(=C2F)OC(F)F)C2=CC=CC=C2 2-((2S,4S)-2-(aminomethyl)-5-chloro-6-fluoro-2-phenyl-2,3-dihydrobenzofuran-4-yl)-4-(di-fluoromethoxy)-3-fluorobenzamide